2,2,2-trifluoro-1-(2-naphthyl)ethanone 2-((2-(allyloxy)-2-oxo-1,1-diphenylethyl)amino)ethyl-octanoate C(C=C)OC(C(C1=CC=CC=C1)(C1=CC=CC=C1)NCCOC(CCCCCCC)=O)=O.FC(C(=O)C1=CC2=CC=CC=C2C=C1)(F)F